N'-trityl-6,7-dihydro-5H-pyrazolo[5,1-b][1,3]oxazine-3-sulfonimidamide C(C1=CC=CC=C1)(C1=CC=CC=C1)(C1=CC=CC=C1)N=S(=O)(N)C=1C=NN2C1OCCC2